1-amino-2,3-butanedithiol NCC(C(C)S)S